1-(difluoromethyl)-1H-1,2,4-triazole FC(N1N=CN=C1)F